C(#N)C=1N=C2N(C3=CC(=NC=C3C=C2C=2C=NC(=CC2C)C(CC)O)NC(=O)[C@@H]2[C@@H](C2)F)C1 (1R,2R)-N-(2-Cyano-4-(6-(1-hydroxypropyl)-4-methylpyridin-3-yl)imidazo[1,2-a][1,6]naphthyridin-8-yl)-2-fluorocyclopropane-1-carboxamide